7-chloro-1-(2-chlorophenyl)-4-hydroxy-3-nitroquinolin-2(1H)-one ClC1=CC=C2C(=C(C(N(C2=C1)C1=C(C=CC=C1)Cl)=O)[N+](=O)[O-])O